FC=1C=C2C(=CNC2=CC1)NC1=NC2=C(N1)C=CC=C2 N-(5-fluoro-1H-indol-3-yl)-1H-benzo[d]imidazol-2-amine